BrC=1C(=C(C(=CC1)OC)C(=O)C1=C(C(=C(C=C1C)OC)OC)OC)C (3-bromo-6-methoxy-2-methylphenyl)(2,3,4-trimethoxy-6-methylphenyl)methanone